C(C)(CC)NC(=O)NC(C)CC 1,3-di-sec-butylurea